bis-(4-hydroxyphenyl)-p-diisopropylbenzene OC1=CC=C(C=C1)C=1C(=C(C=CC1C(C)C)C(C)C)C1=CC=C(C=C1)O